3-(6-bromonaphthalen-2-yl)-2-[(diphenylmethylidene)amino]propanenitrile BrC=1C=C2C=CC(=CC2=CC1)CC(C#N)N=C(C1=CC=CC=C1)C1=CC=CC=C1